N1C=NC2=C1C=CC(=C2)N2C(OC[C@@H]2C2=CC(=CC=C2)N2CCCCC2)=O (S)-3-(1H-benzo[d]imidazol-5-yl)-4-(3-(piperidin-1-yl)phenyl)oxazolidin-2-one